(2R,5S)-5-{[(benzyloxy)carbonyl]amino}-2-{5-[2-(trifluoromethoxy)ethoxy]-1,3,4-oxadiazol-2-yl}piperidine-1-carboxylic acid tert-butyl ester C(C)(C)(C)OC(=O)N1[C@H](CC[C@@H](C1)NC(=O)OCC1=CC=CC=C1)C=1OC(=NN1)OCCOC(F)(F)F